5-(5-chloropyridin-2-yl)-2-methylaniline ClC=1C=CC(=NC1)C=1C=CC(=C(N)C1)C